C(C=CC=CC=CCCCCCCC)(=O)O 11Z-tetradecatrienoic acid